(2R,5S)-4-(6-bromo-1-methyl-2-oxo-1,2-dihydro-1,5-naphthyridin-4-yl)-2,5-dimethylpiperazine-1-carboxylic acid tert-butyl ester C(C)(C)(C)OC(=O)N1[C@@H](CN([C@H](C1)C)C1=CC(N(C2=CC=C(N=C12)Br)C)=O)C